CS(=O)(=O)OC[C@H](CC=C)CO[Si](C1=CC=CC=C1)(C1=CC=CC=C1)C(C)(C)C (R)-2-(((TERT-BUTYLDIPHENYLSILYL)OXY)METHYL)PENT-4-EN-1-YL METHANESULFONATE